S(=O)(=O)(O)CCO.NC1=C(N=C(C(=N1)N1CCC2(CC1)[C@@H](C1=CC=CC=C1C2)N)F)SC2=C(C(=NC=C2)N)Cl (S)-1'-(6-amino-5-((2-amino-3-chloropyridin-4-yl)thio)-3-fluoropyrazin-2-yl)-1,3-dihydro-spiro[indene-2,4'-piperidine]-1-amine isethionate